C[C@@H]1OC2=C(NC1)C=CC=C2C (2S)-2,8-dimethyl-3,4-dihydro-2H-1,4-benzoxazine